1-(3-(5-amino-3-(3-fluoro-4-((4-(trifluoromethyl)pyridin-2-yl)oxy)phenyl)imidazo[1,5-c]pyrimidin-1-yl)pyrrolidin-1-yl)prop-2-en-1-one NC1=NC=CC=2N1C(=NC2C2CN(CC2)C(C=C)=O)C2=CC(=C(C=C2)OC2=NC=CC(=C2)C(F)(F)F)F